4-amino-7-methylimidazo[1,5-a]quinoxaline-8-carboxylic Acid NC=1C=2N(C3=CC(=C(C=C3N1)C)C(=O)O)C=NC2